(R)-N-((S)-1-(4-(1H-tetrazol-5-yl)phenyl)ethyl)-4-((4'-carbamoyl-5-hydroxy-2'-methyl-[1,1'-biphenyl]-3-yl)methyl)morpholine-3-carboxamide N1N=NN=C1C1=CC=C(C=C1)[C@H](C)NC(=O)[C@@H]1N(CCOC1)CC=1C=C(C=C(C1)O)C1=C(C=C(C=C1)C(N)=O)C